ethyl (R,E)-2-(3-(6-methoxypyridin-3-yl)cyclohexylidene)propanoate COC1=CC=C(C=N1)[C@H]1C\C(\CCC1)=C(\C(=O)OCC)/C